3,5-bis(chloromethyl)-2,4,6-triphenylphenol ClCC=1C(=C(C(=C(C1C1=CC=CC=C1)CCl)C1=CC=CC=C1)O)C1=CC=CC=C1